CC(CCOCC(C#N)C)C 3-(3-methylbut-1-oxy)-2-methylpropionitrile